The molecule is a triterpene consisting of hopane having a C=C double bond at the 21-position. It has a role as a bacterial metabolite. It derives from a hydride of a hopane. CC(=C1CC[C@]2([C@H]1CC[C@@]3([C@@H]2CC[C@H]4[C@]3(CC[C@@H]5[C@@]4(CCCC5(C)C)C)C)C)C)C